CC1(CCN(CC1)C=1C=2N(C=C(N1)C=1C=NN(C1)C)N=CC2)CN (4-methyl-1-(6-(1-methyl-1H-pyrazol-4-yl)pyrazolo[1,5-a]pyrazin-4-yl)piperidin-4-yl)methylamine